NC1=CC=C(C=C1)NC(C=CC1=CC=CC=C1)=O N-(4-aminophenyl)cinnamamide